iron-vanadium oxygen Sulfosuccinimidyl Glutarate C(CCCC(=O)[O-])(=O)ON1C(C(CC1=O)S(=O)(=O)O)=O.[O+2].[V+5].[Fe+2].S(=O)(=O)(O)C1C(=O)N(C(C1)=O)OC(CCCC(=O)[O-])=O.S(=O)(=O)(O)C1C(=O)N(C(C1)=O)OC(CCCC(=O)[O-])=O.S(=O)(=O)(O)C1C(=O)N(C(C1)=O)OC(CCCC(=O)[O-])=O.S(=O)(=O)(O)C1C(=O)N(C(C1)=O)OC(CCCC(=O)[O-])=O.S(=O)(=O)(O)C1C(=O)N(C(C1)=O)OC(CCCC(=O)[O-])=O.S(=O)(=O)(O)C1C(=O)N(C(C1)=O)OC(CCCC(=O)[O-])=O.S(=O)(=O)(O)C1C(=O)N(C(C1)=O)OC(CCCC(=O)[O-])=O.S(=O)(=O)(O)C1C(=O)N(C(C1)=O)OC(CCCC(=O)[O-])=O